(1,1,2,2,3,3-hexadeuterio-3-(18F)fluoranyl-propyl) 2-ethyl-2-[[6-[[(1S,2S)-2-(hydroxymethyl)cyclopropyl]methoxy]-5-(3-methoxyazetidin-1-yl)pyridine-2-carbonyl]amino]butanoate C(C)C(C(=O)OC(C(C([18F])([2H])[2H])([2H])[2H])([2H])[2H])(CC)NC(=O)C1=NC(=C(C=C1)N1CC(C1)OC)OC[C@@H]1[C@H](C1)CO